C(CCC)OC(=O)N[C@H](C(=O)OC(C)(C)C)[C@@H]1CC(CCC1)=O tert-butyl (S)-2-((butoxycarbonyl)amino)-2-((S)-3-oxocyclohexyl)acetate